alpha-chlorosuccinimide ClC1C(=O)NC(C1)=O